C(C)(=O)O[C@H]1C(O[C@@H]([C@H]1OC(C)=O)COCCP(=O)(OCC)OCC)N1N=CC=2C1=NC(=NC2N(C)CC2=CC=CC=C2)Cl (3R,4R,5R)-2-(4-(Benzyl(methyl)amino)-6-chloro-1H-pyrazolo[3,4-d]pyrimidin-1-yl)-5-((2-(diethoxyphosphoryl)ethoxy)methyl)tetrahydrofuran-3,4-diyl diacetate